N,N-dimethyl-3β-hydroxy-cholenamide C[C@H](C=CC(=O)N(C)C)[C@H]1CC[C@@H]2[C@@]1(CC[C@H]3[C@H]2CCC4[C@@]3(CC[C@@H](C4)O)C)C